Bis(4-isocyanatophenyl)methan N(=C=O)C1=CC=C(C=C1)CC1=CC=C(C=C1)N=C=O